tris(2,5-xylyl)phosphorus C1(=C(C=CC(=C1)C)C)P(C1=C(C=CC(=C1)C)C)C1=C(C=CC(=C1)C)C